[N-](S(=O)(=O)C(F)(F)F)S(=O)(=O)C(F)(F)F.OCC[N+](CCCCCCCC)(C)C 2-hydroxyethyl-dimethyloctyl-ammonium bis(trifluoromethanesulfonyl)imide salt